dimethyl-(octadecyl)ammonium C[NH+](CCCCCCCCCCCCCCCCCC)C